C(C)OC(C(=O)N(CC(F)(F)F)CCC(=O)OC(C)(C)C)=O tert-butyl 3-[2-ethoxy-2-oxo-N-(2,2,2-trifluoroethyl)acetamido]propanoate